1-(2,2-difluoroethyl)-1H-1,2,4-triazole-5-carboxamide FC(CN1N=CN=C1C(=O)N)F